N[C@@H]1C[C@H](CCC1)NC1=NC=C(C(=N1)C1=CNC2=C(C(=CC=C12)C(=O)OC)P(=O)(C)C)C(F)(F)F Methyl 3-(2-(((1S,3S)-3-aminocyclohexyl)amino)-5-(trifluoromethyl)pyrimidin-4-yl)-7-(dimethylphosphoryl)-1H-indole-6-carboxylate